BrC1=C2CN(C(C2=CC=C1)=O)N1C(CCCC1=O)=O (4-bromo-1-oxo-2,3-dihydro-1H-isoindol-2-yl)piperidine-2,6-dione